C1(=CC=CC=C1)S(=O)(=O)O.O=C1N(CC2=CC(=CC=C12)N1CCNCC1)[C@@H]1C(NC(CC1)=O)=O (3S)-3-(1-oxo-5-piperazin-1-yl-isoindolin-2-yl)piperidine-2,6-dione benzenesulfonate salt